C(C)SC=1OC2=C(C=C(C=C2C(C1)=O)C)C(C)NC1=C(C(=O)OC(C)(C)C)C=CC=C1 tert-butyl 2-[1-(2-ethylsulfanyl-6-methyl-4-oxo-chromen-8-yl)ethylamino]benzoate